CNC methylaminomethane